2-{3-[acryloyl(methyl)amino]azetidin-1-yl}-N-[(2R)-1-methoxypropan-2-yl]-5H-pyrrolo[2,3-b]pyrazine-7-carboxamide C(C=C)(=O)N(C1CN(C1)C=1N=C2C(=NC1)NC=C2C(=O)N[C@@H](COC)C)C